2-((3-cyclopropylisoxazol-5-yl)methyl)-6-(4-(difluoromethoxy)phenyl)-pyridazin-3(2H)-one C1(CC1)C1=NOC(=C1)CN1N=C(C=CC1=O)C1=CC=C(C=C1)OC(F)F